6-(2,5-dimethyl-4-(4-morpholinyl)thiophene-3-carboxamido)spiro[3.3]Heptane CC=1SC(=C(C1C(=O)NC1CC2(CCC2)C1)N1CCOCC1)C